3-isopropylphenylboronic acid C(C)(C)C=1C=C(C=CC1)B(O)O